hexadeca-4,11-diene CCCC=CCCCCCC=CCCCC